3-[4-[(2E)-6-Methyl-2-(1,2,2,2-tetrahydroxyethylidene)hept-5-enyl]phenyl]-1-phenylprop-2-en-1-one CC(=CCC\C(\CC1=CC=C(C=C1)C=CC(=O)C1=CC=CC=C1)=C(\C(O)(O)O)/O)C